isopropyl ((((1R,2S,4S,6R)-2-((methoxy-d3)methyl)-6-methyl-3-oxoquinuclidin-2-yl)methoxy)(phenoxy)phosphoryl)-L-valinate C(OC[C@]1(N2[C@@H](C[C@@H](C1=O)CC2)C)COP(=O)(OC2=CC=CC=C2)N[C@@H](C(C)C)C(=O)OC(C)C)([2H])([2H])[2H]